7-((4-(2-cyano-6-(methylcarbamoyl)pyridin-3-yl)piperazin-1-yl)methyl)-3,6-difluoropyrazolo[1,5-a]quinoxalin-4(5H)-one C(#N)C1=NC(=CC=C1N1CCN(CC1)CC=1C(=C2NC(C=3N(C2=CC1)N=CC3F)=O)F)C(NC)=O